P(=O)(OCCCCCCCCCC)(OCCCCCCCCCC)[O-] di-decyl phosphate